3-bromo-5,6-dihydro-4H-pyrrolo[1,2-b]pyrazole-2-carboxylic acid BrC1=C2N(N=C1C(=O)O)CCC2